3-[[4-[(3R,4R)-1-tert-butoxycarbonyl-4-[2-[1-(trifluoromethyl)cyclopropyl]ethylamino]pyrrolidin-3-yl]oxy-6-(2,6-dimethylphenyl)pyrimidin-2-yl]sulfamoyl]benzoic acid C(C)(C)(C)OC(=O)N1C[C@H]([C@@H](C1)NCCC1(CC1)C(F)(F)F)OC1=NC(=NC(=C1)C1=C(C=CC=C1C)C)NS(=O)(=O)C=1C=C(C(=O)O)C=CC1